N-[4-(3-cyanophenyl)-5-(2,6-dimethyl-4-pyridinyl)thiazol-2-yl]-2-oxo-3-oxa-1,9-diazaspiro[5.5]undecane-9-carboxamide C(#N)C=1C=C(C=CC1)C=1N=C(SC1C1=CC(=NC(=C1)C)C)NC(=O)N1CCC2(CCOC(N2)=O)CC1